O=C1N(CC2=C1N(C=C2S(=O)(=O)N)S(=O)(=O)C2=CC=C(C)C=C2)CC(F)(F)F 6-oxo-1-tosyl-5-(2,2,2-trifluoroethyl)-1,4,5,6-tetrahydropyrrolo[3,4-b]pyrrole-3-sulfonamide